N-allyl-2,2-difluoro-6-iodo-1,3-benzodioxol-5-amine C(C=C)NC1=CC2=C(OC(O2)(F)F)C=C1I